tert-butyl 7,7-difluoro-6-(1-(4-fluorophenyl)-6-methyl-1H-indazol-5-yl)-3-azabicyclo[4.1.0]heptane-3-carboxylate FC1(C2(CCN(CC12)C(=O)OC(C)(C)C)C=1C=C2C=NN(C2=CC1C)C1=CC=C(C=C1)F)F